(6-((4-(methylsulfonyl)phenyl)amino)-1H-pyrazolo[3,4-d]pyrimidin-1-yl)benzonitrile CS(=O)(=O)C1=CC=C(C=C1)NC1=NC=C2C(=N1)N(N=C2)C2=C(C#N)C=CC=C2